methyl (S)-2-((2-(2,6-difluoro-4-sulfamoylphenyl)-7-methylimidazo[1,2-a]pyridin-3-yl)methyl)morpholine-4-carboxylate FC1=C(C(=CC(=C1)S(N)(=O)=O)F)C=1N=C2N(C=CC(=C2)C)C1C[C@H]1CN(CCO1)C(=O)OC